ClC=1C(=CC2=C(N=C(O2)CCCC2=CC(=NO2)C(=O)NO)C1)Cl 5-(3-(5,6-dichlorobenzooxazol-2-yl)propyl)-N-hydroxyisoxazole-3-carboxamide